CN1N=CC=C1C1=CC=C(C=C1)CN [4-(2-methylpyrazol-3-yl)-phenyl]methanamine